N[C@@H]1C2=CC=CC=C2CC12CCN(CC2)C=2NC(C1=C(N2)NN=C1C1(CC1)C1=CC(=NC=C1)OC)=O (S)-6-(1-amino-1,3-dihydrospiro[indene-2,4'-piperidin]-1'-yl)-3-(1-(2-methoxypyridin-4-yl)cyclopropyl)-1,5-dihydro-4H-pyrazolo[3,4-d]pyrimidin-4-one